C(CCCCCCCCCCC)(=O)O.C(CCCCCCCCCCC)(=O)O.C(CCCCCCCCCCC)(=O)O.OCC(O)CO.OCC(O)CO.OCC(O)CO triglycerol trilaurate